C1(CC1)C=1C=C(C=CC1)C1=NC(=NC=C1F)N[C@@H]1CC[C@H](CC1)N trans-N4-[4-(3-cyclopropylphenyl)-5-fluoro-pyrimidin-2-yl]cyclohexane-1,4-diamine